Cl.CC=1SC(=C(N1)C(F)(F)F)CO [2-Methyl-4-(trifluoromethyl)-1,3-thiazol-5-yl]methanol hydrochloride